C(C)(C)(C)OC(=O)N[C@H](C(=O)N1[C@@H](CCC1)C(=O)OCOC=1C=CC(=C2C=CC=NC12)[N+](=O)[O-])[C@@H](C)O (S)-(5-Nitroquinolin-8-yloxy)methyl 1-((2S,3R)-2-(tert-butoxycarbonylamino)-3-hydroxybutyryl)pyrrolidine-2-carboxylate